(S)-5-(3-fluoropropyl)-5-azaspiro[2.4]heptan-7-amine FCCCN1CC2(CC2)[C@@H](C1)N